C(N)(=O)[C@H]1N2C(N([C@H](CC1)C2)OS(=O)(=O)OCOC(C(C(=O)[O-])C)=O)=O ((((((1R,2S,5R)-2-carbamoyl-7-oxo-1,6-diazabicyclo[3.2.1]oct-6-yl) oxy) sulfonyl) oxy) methyl)-2-methylmalonate